p-bromomethyl-methyl-cinnamic acid methyl ester COC(C(=CC1=CC=C(C=C1)CBr)C)=O